Cl[Si](C)(C)[SiH3] chlorodimethylsilyl-silane